2-(phenoxy)-4-ethyl-1-methoxybenzene O(C1=CC=CC=C1)C1=C(C=CC(=C1)CC)OC